ClC1=C(C=NC=C1)C1=C(C=CC=C1)I 4-chloro-3-(2-iodophenyl)pyridine